NC=1N=C(SC1C(=O)C=1C=NC(=CC1)C(F)(F)F)N(C1=CC(=C(C=C1)F)F)[C@H](C(=O)N)C (S)-2-(N-[4-amino-5-[6-(trifluoromethyl)pyridine-3-carbonyl]thiazol-2-yl]-3,4-difluoro-anilino)propanamide